C(C1=CC=CC=C1)OC[C@@H]1[C@H](CC=C1)O (1S,2R)-2-[(benzyloxy)methyl]cyclopent-3-en-1-ol